4-(4-(3-(1-Isopropyl-1H-indazol-6-yl)-1,4-dihydrothieno[2',3':4,5]cyclopenta[1,2-c]pyrazol-6-yl)benzyl)morpholine C(C)(C)N1N=CC2=CC=C(C=C12)C=1C2=C(NN1)C1=C(C2)SC(=C1)C1=CC=C(CN2CCOCC2)C=C1